{1-[2-(aminomethyl)phenyl]piperidin-3-yl}methanol NCC1=C(C=CC=C1)N1CC(CCC1)CO